(3,5-dimethylbenzyl)trimethylammonium CC=1C=C(C[N+](C)(C)C)C=C(C1)C